n-capric acid isobutyl ester CCCCCCCCCC(=O)OCC(C)C